2-(3-methylimidazol-4-yl)-5H,6H,7H-cyclopenta[d]pyrimidine-4-carboxylic acid CN1C=NC=C1C=1N=C(C2=C(N1)CCC2)C(=O)O